CC1=CC=C(C=C1)S(=O)(=O)OC1=CC(=C(C(=C1C(=O)N1CC2=CC=CC(=C2C1)OCC=1C=NC=NC1)OCC1=CC=CC=C1)C)OS(=O)(=O)C1=CC=C(C=C1)C 5-(benzyloxy)-4-methyl-6-(4-(pyrimidin-5-ylmethoxy)isoindoline-2-carbonyl)-1,3-phenylene bis(4-methylbenzenesulfonate)